4-(2-hydroxy-4-(methoxycarbonyl)styryl)-1-methylpyridinium OC1=C(C=CC2=CC=[N+](C=C2)C)C=CC(=C1)C(=O)OC